CN(C=1N=C(C2=C(N1)CC[S+]2[O-])N[C@H](CC)C)CCC2CCOCC2 N2-methyl-N4-[(1S)-1-methylpropyl]-5-oxido-N2-(2-tetrahydropyran-4-ylethyl)-6,7-dihydro-thieno[3,2-d]pyrimidin-5-ium-2,4-diamine